4-(4-chlorophenyl)-2-{3-[4-(pyrrolidin-1-yl)butyl]ureido}thiophene-3-carboxamide ClC1=CC=C(C=C1)C=1C(=C(SC1)NC(=O)NCCCCN1CCCC1)C(=O)N